FC(S(=O)(=O)C1=CN(C=2CCC([C@H](C12)O)(F)F)C1=CC(=C(C=C1)F)C(F)(F)F)F (S)-3-((Difluoromethyl)sulfonyl)-5,5-difluoro-1-(4-fluoro-3-(trifluoromethyl)phenyl)-4,5,6,7-tetrahydro-1H-indol-4-ol